triphenylethylphosphine bistrifluoromethanesulfonimide salt [N-](S(=O)(=O)C(F)(F)F)S(=O)(=O)C(F)(F)F.C1(=CC=CC=C1)C(CP)(C1=CC=CC=C1)C1=CC=CC=C1